tert-butyl N-[(3S,4S)-8-[7-(2,3-dichlorophenyl) pyrazolo[1,5-a]pyrazin-4-yl]-3-methyl-2-oxa-8-azaspiro[4.5]decan-4-yl]carbamate ClC1=C(C=CC=C1Cl)C1=CN=C(C=2N1N=CC2)N2CCC1([C@@H]([C@@H](OC1)C)NC(OC(C)(C)C)=O)CC2